methyl (R)-3-(2-(difluoromethoxy)-5-fluoropyridin-4-yl)-4,5,6,7-tetrahydro-1H-indazole-6-carboxylate FC(OC1=NC=C(C(=C1)C1=NNC=2C[C@@H](CCC12)C(=O)OC)F)F